N-(t-Butoxycarbonyl)-O-(t-butyldiphenylsilyl)-L-serine methyl ester COC([C@@H](NC(=O)OC(C)(C)C)CO[Si](C1=CC=CC=C1)(C1=CC=CC=C1)C(C)(C)C)=O